N[C@H](CCN1CCC(CC1)C(=O)OC)C=1C=NC(=CC1)N1C(NC(C1)=O)=O methyl (R)-1-(3-amino-3-(6-(2,4-dioxoimidazolidin-1-yl)pyridin-3-yl)propyl)piperidine-4-carboxylate